1-(4-(3,4-dimethoxyphenoxy)phenyl)pyrrolidin-3-ol COC=1C=C(OC2=CC=C(C=C2)N2CC(CC2)O)C=CC1OC